2-amino-3-bromo-5-methoxy-benzoic acid NC1=C(C(=O)O)C=C(C=C1Br)OC